C1(C(C(C(C1)CC(=O)O)CC(=O)O)CC(=O)O)CC(=O)O 1,2,3,4-cyclopentanetetraacetic acid